(1S,3R)-3-[tert-butoxycarbonyl-(methyl)amino]Cyclohexanecarboxylic acid C(C)(C)(C)OC(=O)N([C@H]1C[C@H](CCC1)C(=O)O)C